N-[2-(N,N-dimethylamino)ethyl]-N-[2-(N,N-dimethylamino)benzyl]Methylamine CN(C)CCN(CC1=C(C=CC=C1)N(C)C)C